6-(4-((4-Methoxypyridin-3-yl)(4-(trifluoromethyl)phenyl)amino)piperidin-1-yl)-1-methylpyridin-2(1H)-one COC1=C(C=NC=C1)N(C1CCN(CC1)C1=CC=CC(N1C)=O)C1=CC=C(C=C1)C(F)(F)F